4-(4-bromothiophen-2-yl)-3-chlorobenzoate BrC=1C=C(SC1)C1=C(C=C(C(=O)[O-])C=C1)Cl